1-(2,4-difluorophenyl)-3-methyl-3-aza-bicyclo[3.1.0]hexane FC1=C(C=CC(=C1)F)C12CN(CC2C1)C